N-(5-bromo-6-methylpyridin-2-yl)-4-methylbenzenesulfonamide BrC=1C=CC(=NC1C)NS(=O)(=O)C1=CC=C(C=C1)C